C(C)(C)(C)OC(=O)N1[C@H]2[C@H](C(C[C@@H]1CC2)=O)F |r| rac-(1r,2r,5s)-2-fluoro-3-oxo-8-azabicyclo[3.2.1]octane-8-carboxylic acid tert-butyl ester